ClC1C[C@@H]([C@H](O1)COC(C1=CC=C(C=C1)Cl)=O)OC(C1=CC=C(C=C1)Cl)=O.C(C)OC1CCC(CC1)NC1=NC=C(C(=N1)NC1(CCC1)CC)C(=O)N 2-((1r,4r)-4-ethoxycyclohexylamino)-4-(1-ethylcyclobutylamino)pyrimidine-5-carboxamide (2R,3S)-5-chloro-2-(((4-chlorobenzoyl)oxy)methyl)tetrahydrofuran-3-yl-4-chlorobenzoate